(2S,4R)-1-[(2S)-2-(4-cyclopropyl-triazol-1-yl)-3,3-dimethyl-butyryl]-N-[(1R)-1-(5-fluoro-3-pyridinyl)ethyl]-4-hydroxy-pyrrolidine-2-carboxamide C1(CC1)C=1N=NN(C1)[C@H](C(=O)N1[C@@H](C[C@H](C1)O)C(=O)N[C@H](C)C=1C=NC=C(C1)F)C(C)(C)C